[2-(sulfanyl)ethyl]-5-oxooxolane-3-carboxylate SCCOC(=O)C1COC(C1)=O